Tripropyl-(diethylamino)germanium C(CC)[Ge](N(CC)CC)(CCC)CCC